ClC1=C(C=CC=C1)C1=NN2C(N=C(C=C2N2CCC(CC2)(O)C)OCC(C)(C)O)=C1C1=CC=C(C=C1)Cl 1-[2-(2-chlorophenyl)-3-(4-chlorophenyl)-5-(2-hydroxy-2-methyl-propoxy)pyrazolo[1,5-a]pyrimidin-7-yl]-4-methyl-piperidin-4-ol